ClC1=C(C=C(O)C=C1)O 4-CHLORO-RESORCINOL